tert-Butyl 3-(6-bromopyridin-2-ylcarbamoyl)-5-(((S)-2-(methoxycarbonylamino)-3-methylbutanamido)methyl)-2-azabicyclo[3.1.0]hexane-2-carboxylate BrC1=CC=CC(=N1)NC(=O)C1N(C2CC2(C1)CNC([C@H](C(C)C)NC(=O)OC)=O)C(=O)OC(C)(C)C